tertbutyl N-[(3R)-1-[5-[[1-(2,6-difluorophenyl)-6-oxo-pyridazine-3-carbonyl]amino]-2-methyl-indazol-4-yl]pyrrolidin-3-yl]carbamate FC1=C(C(=CC=C1)F)N1N=C(C=CC1=O)C(=O)NC1=C(C2=CN(N=C2C=C1)C)N1C[C@@H](CC1)NC(OC(C)(C)C)=O